O[C@H](CONC(=O)C=1N=CC=2N(C1NC1=C(C=C(C=C1)I)F)C=NC2)C 5-(2-Fluoro-4-iodo-phenylamino)-imidazo[1,5-a]pyrazine-6-carboxylic acid ((S)-2-hydroxy-propoxy)-amide